C12(CC(C1)C2)NC2=NC(=NC=C2F)NC=2C(=CC(=C(C2)NC(C=C)=O)N(C)CCN(C)C)OC N-(5-((4-(bicyclo[1.1.1]pentan-1-ylamino)-5-fluoropyrimidin-2-yl)amino)-2-((2-(dimethylamino)ethyl)(methyl)amino)-4-methoxyphenyl)acrylamide